C(C)C(C[C@H](N)C(=O)[O-])C(=O)[O-] gamma-ethyl-L-glutamate